C(C)(C)(C)OC(=O)N1CCN(CC1)C1=CN=NN1CC(=O)O 2-(5-(4-(tert-butoxycarbonyl)piperazin-1-yl)-1H-1,2,3-triazol-1-yl)acetic acid